3-{[1-(pyrimidin-5-yl)ethyl]oxy}-5-(4,4,5,5-tetramethyl-1,3,2-dioxaborolan-2-yl)pyridin-2-amine N1=CN=CC(=C1)C(C)OC=1C(=NC=C(C1)B1OC(C(O1)(C)C)(C)C)N